2-(N-T-butoxycarbonylamino)ethanethiol C(C)(C)(C)OC(=O)NCCS